indole-3-carbothioamide N1C=C(C2=CC=CC=C12)C(N)=S